tert-butylallyl (6-((4-cyano-2-fluorobenzyl)oxy)-3,5-Difluoropyridin-2-yl)carbamate C(#N)C1=CC(=C(COC2=C(C=C(C(=N2)NC(OCC=CC(C)(C)C)=O)F)F)C=C1)F